Cl.ClC=1C(=C(C=C(C1)Cl)C(C)(C)N)F 2-(3,5-dichloro-2-fluorophenyl)propan-2-amine hydrochloride